7-(2-bromo-3-(3,6-di-tert-butyl-9H-carbazol-9-yl)-5-(pyridin-3-yl)phenyl)-7H-dibenzo[b,g]carbazole BrC1=C(C=C(C=C1N1C2=CC=C(C=C2C=2C=C(C=CC12)C(C)(C)C)C(C)(C)C)C=1C=NC=CC1)N1C2=CC=C3C(=C2C=2C=C4C(=CC12)C=CC=C4)C=CC=C3